C(C)N1C(SCC1=O)=C(C#N)C#N 2-(3-ethyl-4-oxothiazolidine-2-ylidene)malononitrile